(S)-2-amino-5-(3-aminopropoxy)pentanoic acid N[C@H](C(=O)O)CCCOCCCN